NCCOCCNC(C1=C(C=C(C=C1)NC=1C=2N(C=CN1)C(=CN2)C2=C(C(=C(C=C2)OCC#N)F)F)CC)=O N-[2-(2-aminoethoxy)ethyl]-4-[[3-[4-(cyanomethoxy)-2,3-difluorophenyl]imidazo[1,2-a]pyrazin-8-yl]amino]-2-ethylbenzamide